(Z)-6-(3-(1,1-dioxidothiomorpholino)-3-oxo-2-(3-(trifluoromethyl)-phenyl)propyl)-N'-hydroxynicotinimidamide O=S1(CCN(CC1)C(C(CC1=NC=C(/C(/N)=N/O)C=C1)C1=CC(=CC=C1)C(F)(F)F)=O)=O